3,5-difluorophenylacetonitrile FC=1C=C(C=C(C1)F)CC#N